C1(C=CC(N1N(C(CC)=O)C(COCCOCCOCCOCCOCCOCCOCCOCCOCCOCCOCCOCCOCCOCCOCCOCCOCCOCCOCCOCCOCCOCCOCCO)O)=O)=O (N-maleimidopropionamido)tetracosaethyleneglycol